FC1=C(C(=O)NC2=NC=C(N=C2)N2CCN(CC2)C2=NC=CC=C2)C=CC(=C1)OC 2-Fluoro-4-methoxy-N-(5-(4-(pyridin-2-yl)piperazin-1-yl)pyrazin-2-yl)benzamid